ClC1=C(C=C(C=C1)C1=CC=C(S1)\C=C/1\C(=NN(C1=O)C1=CC=C(C(=O)OCC)C=C1)C)C(NC1=CC(=CC=C1)OC)=O Ethyl (Z)-4-(4-((5-(4-chloro-3-((3-methoxyphenyl)carbamoyl)phenyl)thiophen-2-yl)methylene)-3-methyl-5-oxo-4,5-dihydro-1H-pyrazol-1-yl)benzoate